6-chloro-N-(4-(piperidin-1-ylsulfonyl)benzyl)-1H-indole-1-carboxamide ClC1=CC=C2C=CN(C2=C1)C(=O)NCC1=CC=C(C=C1)S(=O)(=O)N1CCCCC1